ethyl 3,4,7-trimethylocta-2,6-dienoate CC(=CC(=O)OCC)C(CC=C(C)C)C